3-(4-(ethylthio)phenyl)oxetan-3-amine hydrochloride Cl.C(C)SC1=CC=C(C=C1)C1(COC1)N